N2-ethyl-5-fluoro-N4-{5-[(4-fluoro-1-methylpiperidin-4-yl)carbonyl]-6,6-dimethyl-1,4,5,6-tetrahydropyrrolo[3,4-c]pyrazol-3-yl}pyrimidine-2,4-diamine C(C)NC1=NC=C(C(=N1)NC=1C2=C(NN1)C(N(C2)C(=O)C2(CCN(CC2)C)F)(C)C)F